4-methyl-1-azabicyclo[3.2.2]nonan-4-amine CC1(CCN2CCC1CC2)N